C(C1=CC=CC=C1)N1C(=NC=2C1=NC=CC2)CCC(=O)NCC2=C(C=CC=C2)C 3-(3-Benzyl-3H-imidazo[4,5-b]pyridin-2-yl)-N-(2-methyl-benzyl)-propionamide